C(C)(C)(C)OC(=O)N1CCC2(CC1)C(C1=CC(=CC=C1C2)S(=O)(=O)C)=N[S@](=O)C(C)(C)C (R)-1-((tert-butylsulfinyl)imino)-6-(methylsulfonyl)-1,3-dihydrospiro[indene-2,4'-piperidine]-1'-carboxylic acid tert-butyl ester